4-ethylbenzenenitrile C(C)C1=CC=C(C=C1)C#N